methyl 4-(oxetan-4-yl)-1,3-benzothiazole-6-carboxylate O1CCC1C1=CC(=CC2=C1N=CS2)C(=O)OC